N1(CCNCC1)C(=O)N1CCN(CC1)CCC#CC=1C=C(C=CC1)N1C(NC(CC1)=O)=O 1-(3-(4-(4-(piperazine-1-carbonyl)piperazin-1-yl)but-1-yn-1-yl)phenyl)dihydropyrimidine-2,4(1H,3H)-dione